Tert-butyl 2-(2-thiophenylsulfonyl)-4,6-dihydropyrrolo[3,4-c]pyrazole-5-carboxylate S1C(=CC=C1)S(=O)(=O)N1N=C2C(=C1)CN(C2)C(=O)OC(C)(C)C